C[C@H]1O[C@H](CN(C1)C1=NC=CC(=C1)OC1=CC(=C(C=C1)NC1=NC=NN2C1=C(C=C2)C2CCN(CC2)C(C=C)=O)F)C 1-(4-(4-((4-((2-((2R,6S)-2,6-dimethylmorpholino)pyridin-4-yl)oxy)-2-fluorophenyl)amino)pyrrolo[2,1-f][1,2,4]triazin-5-yl)piperidin-1-yl)prop-2-en-1-one